4-(Benzyloxy)-2-chloro-6-methylpyrimidine C(C1=CC=CC=C1)OC1=NC(=NC(=C1)C)Cl